CN1C(NC(C=C1C(F)(F)F)=O)=O 3-methyl-2,6-dioxo-4-trifluoromethyl-3,6-dihydropyrimidine